C(C)(C)(C)OC(CCCNC([C@H](CCN(C(CO)=O)[C@H](C(C)(C)C)C=1N(C=C(C1)C1=C(C=CC(=C1)F)F)CC1=CC=CC=C1)N)=O)=O tert-butyl-4-({(2S)-2-amino-4-[{(1R)-1-[1-benzyl-4-(2,5-difluorophenyl)-1H-pyrrole-2-yl]-2,2-dimethylpropyl}(glycoloyl)amino]butanoyl}amino)butanoate